S(=O)(=O)(O)CCC[N+]1=C2C=C(C(=C(C2=CC2=CC=CC=C12)C)OC(C)C)C N-sulfopropyl-2-isopropoxydimethylacridinium